4-((7-(cyclohexylamino)heptyl)thio)-2-(2,6-dioxopiperidin-3-yl)isoindoline-1,3-dione C1(CCCCC1)NCCCCCCCSC1=C2C(N(C(C2=CC=C1)=O)C1C(NC(CC1)=O)=O)=O